C1(=CC=CC2=CC=CC=C12)S(=O)(=O)OC=1C=C(C=CC1)NC(=O)NC1=CC(=CC=C1)OS(=O)(=O)C1=CC=CC2=CC=CC=C12 N,N'-di-[3-(naphthalenesulfonyloxy)phenyl]urea